methyl 3-(2-(4-(8-chloro-4-methoxyquinazolin-2-yl)phenoxy)ethoxy)cyclobutanecarboxylate ClC=1C=CC=C2C(=NC(=NC12)C1=CC=C(OCCOC2CC(C2)C(=O)OC)C=C1)OC